2-[3-methoxy-4-(4-chloro-benzyloxy)-phenyl]-2,3-dihydroquinazolin-4(1H)-one COC=1C=C(C=CC1OCC1=CC=C(C=C1)Cl)C1NC2=CC=CC=C2C(N1)=O